N-methyl-N-propoxy-thiocarbamic acid methyl ester COC(N(OCCC)C)=S